4-(4-Acryloylpiperazin-1-yl)-7-(2-amino-6-fluorophenyl)-6-chloro-1-(2-isopropyl-4-methylpyridin-3-yl)-2-oxo-1,2-dihydro-1,8-naphthyridine-3-carbonitrile C(C=C)(=O)N1CCN(CC1)C1=C(C(N(C2=NC(=C(C=C12)Cl)C1=C(C=CC=C1F)N)C=1C(=NC=CC1C)C(C)C)=O)C#N